[Co].[Ti].FC1=CC(=C(C=C1)SC)I 4-fluoro-2-iodo-1-(methylthio)benzene titanium-cobalt